2-(benzyloxy)-6,7,8,9-tetrahydro-5H-pyrazino[2,3-d]azepine C(C1=CC=CC=C1)OC=1C=NC2=C(CCNCC2)N1